FC=1C(=CC=2C3=C(NC(C2C1)=O)COCC3N(C(C3=CC(=C(C=C3)C)F)=O)C)F N-(8,9-Difluoro-6-oxo-1,4,5,6-tetrahydro-2H-pyrano[3,4-c]isoquinolin-1-yl)-3-fluoro-N,4-dimethylbenzamide